N-[4-chloro-3-(trifluoromethyl)benzene-1-sulfonyl]-L-γ-glutamylglycyl-3-[6-(methanesulfonyl)pyridin-3-yl]-L-alanyl-N-(4-carbamoylphenyl)-3-methyl-L-valinamide ClC1=C(C=C(C=C1)S(=O)(=O)N[C@@H](CCC(=O)NCC(=O)N[C@@H](CC=1C=NC(=CC1)S(=O)(=O)C)C(=O)N[C@@H](C(C)(C)C)C(=O)NC1=CC=C(C=C1)C(N)=O)C(=O)O)C(F)(F)F